OC[C@H]([C@H](OCCOCCOCCOC)C)N1CCS(CC1)(=O)=O 4-((12R,13R)-14-hydroxy-12-methyl-2,5,8,11-tetraoxatetradec-13-yl)thiomorpholine 1,1-dioxide